4-(3,8-diazabicyclo[3.2.1]octan-3-yl)-7-(8-ethynyl-7-fluoro-3-hydroxynaphthalen-1-yl)-8-fluoro-1-methyl-1,6-naphthyridin-2(1H)-one bis(2,2,2-trifluoroacetate) FC(C(=O)O)(F)F.FC(C(=O)O)(F)F.C12CN(CC(CC1)N2)C2=CC(N(C1=C(C(=NC=C21)C2=CC(=CC1=CC=C(C(=C21)C#C)F)O)F)C)=O